rac-(R)-3-(4-(4-((piperidin-4-ylamino)methyl)piperidin-1-yl)phenyl)piperidine-2,6-dione N1CCC(CC1)NCC1CCN(CC1)C1=CC=C(C=C1)[C@@H]1C(NC(CC1)=O)=O |r|